2-[(3R,5R)-3,5-dimethylmorpholin-4-yl]-4-isopropoxy-8-(1H-pyrazol-5-yl)-1,7-naphthyridine C[C@H]1N([C@@H](COC1)C)C1=NC2=C(N=CC=C2C(=C1)OC(C)C)C1=CC=NN1